COC1=NC=CC=C1C1=CN2C(S1)=C(C=N2)C(=O)NC=2C(=NC=C(C2)NC(CN2CCCC2)=O)C 2-(2-methoxypyridin-3-yl)-N-(2-methyl-5-(2-(pyrrolidin-1-yl)acetamido)pyridin-3-yl)pyrazolo[5,1-b]thiazole-7-carboxamide